3-benzyl-7-bromo-5H-pyrido[4,3-b]indol-1-ol C(C1=CC=CC=C1)C1=CC=2NC=3C=C(C=CC3C2C(=N1)O)Br